CCCCC/C=C\C/C=C\CCCCCCCC(=O)OC[C@H](COP(=O)([O-])OCC[N+](C)(C)C)OC(=O)CC/C=C\C/C=C\C/C=C\C/C=C\C/C=C\CCCCC 1-(9Z,12Z-octadecadienoyl)-2-(4Z,7Z,10Z,13Z,16Z-docosapentaenoyl)-sn-glycero-3-phosphocholine